4,4'-(propane-2,2-diyl)bis{N-[4-(9H-carbazol-9-yl)phenyl]-N-phenylaniline} CC(C)(C1=CC=C(N(C2=CC=C(C=C2)N2C3=CC=CC=C3C=3C=CC=CC23)C2=CC=CC=C2)C=C1)C1=CC=C(N(C2=CC=CC=C2)C2=CC=C(C=C2)N2C3=CC=CC=C3C=3C=CC=CC23)C=C1